(S)-2-(1-amino-6-methoxy-1,3-dihydrospiro[indene-2,4'-piperidin]-1'-yl)-6-methylpyrimidine-4-carbonitrile N[C@@H]1C2=CC(=CC=C2CC12CCN(CC2)C2=NC(=CC(=N2)C#N)C)OC